benzyl N-[3-({[(tert-butoxy)carbonyl](methyl)amino}methyl)bicyclo[1.1.1]pentan-1-yl]carbamate C(C)(C)(C)OC(=O)N(C)CC12CC(C1)(C2)NC(OCC2=CC=CC=C2)=O